CC([C@H](C)NC(=O)C1=C(C(=NN1C)C1(CCOCC1)O)NS(=O)(=O)C1=CC=C(C=C1)C)(C)C (S)-N-(3,3-dimethylbutan-2-yl)-3-(4-hydroxytetrahydro-2H-pyran-4-yl)-1-methyl-4-((4-methylphenyl)sulfonamido)-1H-pyrazole-5-carboxamide